FC1=C(OC2CCN(CC2)C=2N=C3C(=NC2C2=NC(=CC=C2)OC)CN(CC3)S(=O)(=O)C)C=CC(=C1)F 2-(4-(2,4-difluorophenoxy)piperidin-1-yl)-3-(6-methoxypyridin-2-yl)-6-(methylsulfonyl)-5,6,7,8-tetrahydropyrido[3,4-b]pyrazine